ClC=1C=CC(=C(C1)C1=CC(=C(N=N1)C1SCCC1)N)F 6-(5-chloro-2-fluorophenyl)-3-(tetrahydrothiophen-2-yl)pyridazin-4-amine